5-chloro-6-methyl-1-phenyl-4,5,6,7-tetrahydro-1H-pyrazolo[4,3-c]pyridine ClN1CC2=C(CC1C)N(N=C2)C2=CC=CC=C2